FC=1C=C(C(=O)O)C=CC1F 3,4-difluorobenzoic acid